CC1(C(=NOC1CC1=CC=NC2=CC=CC=C12)C1=CC=CC=C1)C 4,4-dimethyl-3-phenyl-5-(quinolin-4-ylmethyl)-4,5-dihydroisoxazole